2,4-difluorobenzophenone FC1=C(C(=O)C2=CC=CC=C2)C=CC(=C1)F